OC1=CC=C2C3=C(C(OC2=C1)=O)C=C(C=C3)NC(CN3CCCCC3)=O N-(3-hydroxy-6-oxo-6H-benzo[c]chromen-8-yl)-2-(piperidin-1-yl)acetamide